(3S)-5-(4-chlorophenyl)-3,6,7-trimethyl-1,3-dihydro-2H-thieno[2,3-e][1,4]diazepin-2-one ClC1=CC=C(C=C1)C=1C2=C(NC([C@@H](N1)C)=O)SC(=C2C)C